C(CCCCCCC)OC1=CC=C(C=C1)N=NC1=CC=C(C=C1)OCCCCCCCCCCOC(C=[N+]=[N-])=O 4-octyloxy-4'-(10-diazoacetoxydecyloxy)azobenzene